C(C)(C)(C)N1C(N(CCC1)CC1CCN(CC1)C=1C=C2C(N(C(C2=CC1)=O)C1C(NC(CC1)=O)=O)=O)=O 5-(4-((3-(tert-butyl)-2-oxotetrahydropyrimidin-1(2H)-yl)methyl)piperidin-1-yl)-2-(2,6-dioxopiperidin-3-yl)isoindoline-1,3-dione